1,3-bis(3-carboxy-phenoxy)benzene C(=O)(O)C=1C=C(OC2=CC(=CC=C2)OC2=CC(=CC=C2)C(=O)O)C=CC1